[Co].[Sn].[Ni] nickel-tin cobalt